(R)-1-methyl-5-(1-methylvinyl)cyclohexene CC1=CCC[C@H](C1)C(=C)C